(S)-8-((3-cyclopropyl-1-methyl-1H-pyrazol-5-yl)sulfonyl)-3-(2-oxa-6-azaspiro[3.3]heptan-6-yl)-1-oxa-8-azaspiro[4.5]decane C1(CC1)C1=NN(C(=C1)S(=O)(=O)N1CCC2(C[C@@H](CO2)N2CC3(COC3)C2)CC1)C